CC1=C(C=CC=C1N=C=O)N=C=O methyl-1,3-phenylene diisocyanate